(R)-4-(2-(1-(4-bromophenyl)pyrrolidin-2-yl)phenyl)piperidine BrC1=CC=C(C=C1)N1[C@H](CCC1)C1=C(C=CC=C1)C1CCNCC1